rel-(S)-N-Methyl-1-(5-(oxazol-5-yl)isochroman-1-yl)methanamine hydrochloride salt Cl.CNC[C@H]1OCCC2=C(C=CC=C12)C1=CN=CO1 |o1:4|